2-(2-((3r,4r)-3-amino-4-fluoropiperidin-1-yl)-6-(trifluoromethoxy)-1H-benzo[d]imidazol-1-yl)-N,N-dimethylacetamide N[C@@H]1CN(CC[C@H]1F)C1=NC2=C(N1CC(=O)N(C)C)C=C(C=C2)OC(F)(F)F